C(C)SC1=NC(=CC(=C1C(=O)NCCCS(=O)(=O)C)C)N1CCOCC1 2-Ethylsulfanyl-4-methyl-N-(3-methylsulfonyl-propyl)-6-morpholin-4-yl-pyridine-3-carboxylic acid amide